1-hydroxy-4,6-dimethyl-5-benzyl-pyridin-2-one ON1C(C=C(C(=C1C)CC1=CC=CC=C1)C)=O